OC[C@H](C(C)(C)C)NC(=O)C=1C=2C[C@@H]3[C@H](C2N(N1)C1=CC(=NC=C1)Cl)C3 (1aR,5aR)-2-(2-Chloro-pyridin-4-yl)-1a,2,5,5a-tetrahydro-1H-2,3-diaza-cyclopropa[a]pentalene-4-carboxylic acid ((S)-1-hydroxymethyl-2,2-dimethyl-propyl)-amide